C(C)N(CC)CC1=C(N=C2N1C=C(C=C2)C(F)(F)F)C2=CC=CC=C2 N-ethyl-N-((2-phenyl-6-(trifluoromethyl)imidazo[1,2-a]pyridin-3-yl)methyl)ethanamine